CC=1N=C(C2=C(N1)OC=C2C(=O)NC(C)C=2C=NC=NC2)NC2(CC2)C methyl-4-[(1-methylcyclopropyl)amino]-N-[1-(pyrimidin-5-yl)ethyl]furo[2,3-d]pyrimidine-5-carboxamide